C(#N)C1CC1 (1S,2R)-2-cyanocyclopropane